N-(8-(methylamino)-5-(4-oxopyridin-1(4H)-yl)-2,7-naphthyridin-3-yl)cyclopropanecarboxamide CNC=1N=CC(=C2C=C(N=CC12)NC(=O)C1CC1)N1C=CC(C=C1)=O